(3S,4S)-1-methyl-4-(trifluoromethyl)pyrrolidine CN1CC[C@@H](C1)C(F)(F)F